8-methyl-7-(3-(1-methyl-1H-pyrazol-4-yl)-7,8-dihydro-1,6-naphthyridin-6(5H)-yl)-4H-pyrimido[1,2-b]pyridazin-4-one CC1=CC=2N(N=C1N1CC=3C=C(C=NC3CC1)C=1C=NN(C1)C)C(C=CN2)=O